O=C1NC(CCC1N1C(C2=CC=CC(=C2C1=O)NCC=1C=NN(C1)C1CCN(CC1)C(CN1CCNCC1)=O)=O)=O 2-(2,6-dioxopiperidin-3-yl)-4-(((1-(1-(2-(tetrahydro-2H-pyrazin-4-yl)acetyl)piperidin-4-yl)-1H-pyrazol-4-yl)methyl)amino)isoindoline-1,3-dione